2-[5-({5-[2-amino-7-(tert-butoxycarbonyl)-6H,8H,9H-imidazo[4,5-f]isoquinolin-1-yl]pentyl}oxy)-1-methylpyrazol-4-yl]-6-methylpyridine-4-carboxylic acid NC1=NC=2C(=C3CCN(CC3=CC2)C(=O)OC(C)(C)C)N1CCCCCOC1=C(C=NN1C)C1=NC(=CC(=C1)C(=O)O)C